C(C)(=O)N1C(CC2(C(N(C(N2)=O)CCCCCCCCCCCC)=O)CC1(C)C)(C)C 8-acetyl-3-dodecyl-7,7,9,9-tetramethyl-1,3,8-triazaspiro[4.5]-decane-2,4-dione